O1C2=C(NCC1)C=CC=C2 3,4-dihydro-2H-benzo(b)(1,4)oxazine